(rac)-(2s,4s)-2-(1-(3-(tert-Butyl)phenyl)-3-azabicyclo[3.1.0]hexan-3-carbonyl)-7-oxa-5-azaspiro[3.4]octan-6-on C(C)(C)(C)C=1C=C(C=CC1)C12CN(CC2C1)C(=O)C1CC2(C1)NC(OC2)=O